[Na+].ON=C(C(CC(=O)[O-])S(=O)(=O)O)[O-].[Na+] N-hydroxysulfosuccinate Imide sodium salt